(S)-9,10-difluoro-6-((((2-methylpyridin-4-yl)methyl)(1-(pyrazin-2-yl)piperidin-3-yl)amino)methyl)-2,3-dihydro-7H-[1,4]thiazino[2,3,4-ij]quinolin-7-one FC=1C=C2C(C(=CN3C2=C(C1F)SCC3)CN([C@@H]3CN(CCC3)C3=NC=CN=C3)CC3=CC(=NC=C3)C)=O